6-fluoro-N-[4-(4-methanesulfonylthiophen-2-yl)-5-(trifluoromethyl)pyrimidin-2-yl]-2-methyl-2,3-dihydro-1H-isoindol-5-amine FC1=C(C=C2CN(CC2=C1)C)NC1=NC=C(C(=N1)C=1SC=C(C1)S(=O)(=O)C)C(F)(F)F